ClC1=C(C=C2C(C(NC2=C1)=O)=C(C1=CC(=NO1)OC)O)C=1C=C2C=CN(C2=CC1)C 6-chloro-3-[hydroxy-(3-methoxyisoxazol-5-yl)methylene]-5-(1-methylindol-5-yl)indolin-2-one